C(C1=CC=CC=C1)N1N=CC(=C1C)C(CN1C(C=CC(=C1)C=C)=O)O 1-(2-(1-benzyl-5-methyl-1H-pyrazol-4-yl)-2-hydroxyethyl)-5-vinylpyridin-2(1H)-one